ClC1=C(C=CC(=C1)F)C1=CC=NC2=CC(=CC=C12)O[C@@H](CN1CCN(CC1)C(CC)=O)C (2R)-2-[[4-(2-chloro-4-fluoro-phenyl)-7-quinolyl]oxy]-1-(4-propanoylpiperazin-1-yl)propan